ammonium triphenethyl-phenol C(CC1=CC=CC=C1)C1=C(C(=C(C=C1)O)CCC1=CC=CC=C1)CCC1=CC=CC=C1.[NH4+]